N-[(5-{4-[(1-methylpiperidin-4-yl)amino]-1-(2,2,2-trifluoroethyl)-1H-indol-2-yl}-1,3,4-thiadiazol-2-yl)methyl]pyridine-3-carboxamide CN1CCC(CC1)NC1=C2C=C(N(C2=CC=C1)CC(F)(F)F)C1=NN=C(S1)CNC(=O)C=1C=NC=CC1